N-(1-((2R,3S,4S,5R)-3,4-dihydroxy-5-(hydroxymethyl)-tetrahydrothiophen-2-yl)-2-oxo-1,2-dihydropyrimidin-4-yl)-2-propylpentanamide O[C@@H]1[C@@H](S[C@@H]([C@H]1O)CO)N1C(N=C(C=C1)NC(C(CCC)CCC)=O)=O